C(CC)[Si](OC1=CC=CC=C1)(OC1=CC=CC=C1)CC1=CC=CC=C1 propyl-(benzyl)diphenyloxysilane